C(CC(=O)O)(=O)O.NC1=NN(C=C1C=1C2=C(N=CN1)NC=C2)C2(CN(C2)C2CCN(CC2)CC2=C(C(=NC=C2)C(F)(F)F)F)CC#N 2-(3-(3-amino-4-(7H-pyrrolo[2,3-d]pyrimidin-4-yl)-1H-pyrazol-1-yl)-1-(1-(3-fluoro-2-(trifluoromethyl)isonicotinyl)piperidin-4-yl)azetidin-3-yl)acetonitrile malonate